[5-(2-methylpyrimidin-4-yl)thiophen-3-yl]oxy(methyl)-2',3'-dihydrospiro[cyclohexane-1,1'-indene]-4-carboxylic acid CC1=NC=CC(=N1)C1=CC(=CS1)OC1(C2(C3=CC=CC=C3C1)CCC(CC2)C(=O)O)C